FC=1C=C(CN2CCN(CC2)C2=CC=C(C=N2)C2=C3C=NC=NC3=CC(=C2)C=2C=NN(C2)C)C=CC1 5-(6-(4-(3-Fluorobenzyl)piperazin-1-yl)pyridin-3-yl)-7-(1-methyl-1H-pyrazol-4-yl)quinazoline